(acetic acid) Palladium [Pd].C(C)(=O)O